BrC1=CN(C=2C1=NC=CC2)C(=O)OC(C)(C)C tert-butyl 3-bromopyrrolo[3,2-b]pyridine-1-carboxylate